COC(C1CCN(CC1)C1=CC=C(C=C1)[C@@H]1C2=CC=C(C=C2CCC12CCOCC2)O)OC (R)-1-(4-(4-(Dimethoxymethyl)piperidin-1-yl)phenyl)-2',3,3',4,5',6'-hexahydro-1H-spiro[naphthalene-2,4'-pyran]-6-ol